ClC=1C=C(C=CC1C(C1=CNC2=C1C1=C(NC([C@](N1)(C)COC)=O)C=N2)O)OC=2C=C(C#N)C=CC2 3-(3-chloro-4-(hydroxy((S)-2-(methoxymethyl)-2-methyl-3-oxo-2,3,4,7-tetrahydro-1H-pyrrolo[3',2':5,6]pyrido[3,4-b]pyrazin-9-yl)methyl)benzeneoxy)benzonitrile